[Ni].CC1=C(C2=CC=CC=C2C=C1)C.CC1=C(C2=CC=CC=C2C=C1)C bis(dimethylnaphthalene) nickel